1-(2-oxaspiro[3.3]heptane-6-yl)benzene-1,2-diamine C1OCC12CC(C2)C2(C(C=CC=C2)N)N